6-(1-(cyclopropylmethyl)-1H-pyrazol-4-yl)-N-(2-((2S,6R)-2,6-dimethylmorpholino)-5-methylpyridin-4-yl)picolinamide C1(CC1)CN1N=CC(=C1)C1=CC=CC(=N1)C(=O)NC1=CC(=NC=C1C)N1C[C@@H](O[C@@H](C1)C)C